2-(1-cyclopropyl-2-hydroxy-2-methylpropyl)-6-fluoro-4-hydroxy-7-(4-(5-methyl-1,3,4-oxadiazol-2-yl)phenyl)isoindolin-1-one C1(CC1)C(C(C)(C)O)N1C(C2=C(C(=CC(=C2C1)O)F)C1=CC=C(C=C1)C=1OC(=NN1)C)=O